ClC1=CC2=C(N(C=N2)[C@H]2[C@H](OC(C)=O)[C@H](OC(C)=O)[C@H](O2)COC(C)=O)C=C1Cl 5,6-dichloro-1-(2,3,5-tri-O-acetyl-β-D-ribofuranosyl)-benzimidazole